6-hydroxy-1,5-dimethyl-2-naphthoic acid OC=1C(=C2C=CC(=C(C2=CC1)C)C(=O)O)C